FC=1C=C(C=CC1)C1=NC(=NC(=C1)C(F)(F)F)S(=O)(=O)C 4-(3-fluorophenyl)-2-(methylsulfonyl)-6-(trifluoromethyl)pyrimidine